2-Methyl-6-{2-[methyl(piperidin-4-yl)amino][1,3]thiazolo[4,5-c]pyridin-6-yl}imidazo[1,2-a]pyridin-8-carbonitril CC=1N=C2N(C=C(C=C2C#N)C2=CC3=C(C=N2)N=C(S3)N(C3CCNCC3)C)C1